The molecule is guanosine substituted at the purine 8-position by a hydroxy group. It is used as a biomarker of oxidative DNA damage. It has a role as a biomarker. C1[C@@H]([C@H](O[C@H]1N2C3=C(C(=O)NC(=N3)N)NC2=O)CO)O